C(C)[C@]1(C(OCC=2C(N3CC=4C(=NC=5C=C(C(=C6C5C4[C@@H](CC6)[C@H](CCO)NC(C)C)C)F)C3=CC21)=O)=O)O (1R,9S)-9-Ethyl-5-fluoro-9-hydroxy-1-((S)-3-hydroxy-1-(isopropylamino)propyl)-4-methyl-1,2,3,9,12,15-hexahydro-10H,13H-benzo[de]pyrano[3',4':6,7]indolizino[1,2-b]quinoline-10,13-dione